C(C)(C)(C)OC(=O)N1N=C(C=C1)OCC12CC(C1)C2.CC2=C(C(=O)N)C=CC(=N2)NC2=NC=CC(=C2)OC2=C(N=C(S2)C(F)(F)F)C2=CC=CC=C2 methyl-6-((4-((4-phenyl-2-(trifluoromethyl)thiazol-5-yl)oxy)pyridin-2-yl)amino)nicotinamide tert-Butyl-3-(3-bicyclo[1.1.1]pentanylmethoxy)pyrazole-1-carboxylate